tert-butyl 9-(2-ethoxy-2-oxoethyl)3-azaspiro[5.5]undecane-3-carboxylate C(C)OC(CC1CCC2(CCN(CC2)C(=O)OC(C)(C)C)CC1)=O